(6-(3-Chloro-1H-pyrazol-4-yl)-1-(2-(dimethylamino)ethyl)-1H-indazol-3-yl)(7-chloro-2,3-dihydrobenzo[b][1,4]dioxin-2-yl)methanone ClC1=NNC=C1C1=CC=C2C(=NN(C2=C1)CCN(C)C)C(=O)C1COC2=C(O1)C=C(C=C2)Cl